N-(4-(2-(2,6-dioxopiperidin-3-yl)-1-oxoisoindolin-4-yl)but-3-yn-1-yl)-5-(8-(3-ethyl-6-methyl-5-oxo-4,5,6,7-tetrahydro-1H-pyrazolo[3,4-c]pyridin-1-yl)isoquinolin-3-yl)picolinamide O=C1NC(CCC1N1C(C2=CC=CC(=C2C1)C#CCCNC(C1=NC=C(C=C1)C=1N=CC2=C(C=CC=C2C1)N1N=C(C2=C1CN(C(C2)=O)C)CC)=O)=O)=O